3-bromo-6-(3-fluorophenyl)pyrazolo[1,5-a]pyridine BrC=1C=NN2C1C=CC(=C2)C2=CC(=CC=C2)F